4-((4-(2-Azidopropan-2-yl)-6-chloro-2,7-naphthyridin-1-yl)oxy)-N,N-dimethylbutanamide N(=[N+]=[N-])C(C)(C)C1=CN=C(C2=CN=C(C=C12)Cl)OCCCC(=O)N(C)C